4-(6-chloropyridin-2-yl)-6-(2-(2,2-difluoroethyl)pyridin-4-yl)-N-(2-(trifluoromethyl)pyridin-4-yl)-1,3,5-triazin-2-amine ClC1=CC=CC(=N1)C1=NC(=NC(=N1)C1=CC(=NC=C1)CC(F)F)NC1=CC(=NC=C1)C(F)(F)F